O[C@H]1[C@H](NCCC1)C(=O)O (2S,3R)-3-hydroxypipecolic acid